ClC=1C=C2C(=NC(=NC2=C(C1C1=C2C=NNC2=CC=C1C)F)NC1CCN(CC1)CC1CC1)N1CCN(CC1)C(C=C)=O 1-(4-(6-chloro-2-(1-(cyclopropylmethyl)piperidin-4-ylamino)-8-fluoro-7-(5-methyl-1H-indazol-4-yl)quinazolin-4-yl)piperazin-1-yl)prop-2-en-1-one